ClC=1N=C2C(=CC(=NC2=CC1)C(=O)OCC)OC ethyl 6-chloro-4-methoxy-1,5-naphthyridine-2-carboxylate